3-(4-(2-((4-(2-carboxy-2-(pyrrolidin-3-yl)ethyl)benzyl)(2-(4-(2-carboxy-2-(pyrrolidin-3-yl)ethyl)phenoxy)ethyl)amino)-2-oxoethyl)phenyl)-2-(pyrrolidin-3-yl)propanoic acid C(=O)(O)C(CC1=CC=C(CN(C(CC2=CC=C(C=C2)CC(C(=O)O)C2CNCC2)=O)CCOC2=CC=C(C=C2)CC(C2CNCC2)C(=O)O)C=C1)C1CNCC1